N,N'-Dibenzyliden-1,3-bis(aminomethyl)cyclohexan C(C1=CC=CC=C1)=NCC1CC(CCC1)CN=CC1=CC=CC=C1